C(C1=CC=CC=C1)N1CCN(CC1)CC(=O)NCC1=NC=CC=C1 2-(4-Benzylpiperazin-1-yl)-N-(pyridin-2-ylmethyl)acetamide